C(C)(=O)C=1C(=CC(=NC1)Cl)NC=1C(=C(C(=O)N)C=CC1)OC 3-((5-acetyl-2-chloropyridin-4-yl)amino)-2-methoxybenzamide